NC1=C(C=C(C=C1)C1=CC=C(C=C1)F)NC(C1=CC=C(C=C1)S(=O)(=N)C=1C=NC=C(C1)C(C)C)=O N-[2-amino-5-(4-fluorophenyl)phenyl]-4-[(5-isopropyl-3-pyridyl)sulfonimidoyl]benzamide